ClC1=CC=C(C=C1)C1C(=C(N=C2N1C(/C(/S2)=C/C2=CC=C(OCC(=O)O)C=C2)=O)C)C(CC(C)C)=O (Z)-2-(4-((5-(4-chlorophenyl)-7-methyl-6-(3-methylbutanoyl)-3-oxo-5H-thiazolo[3,2-a]pyrimidin-2(3H)-ylidene)methyl)phenoxy)acetic acid